ClC=1C=C(C=CC1)C(CO)NC(=O)C1=CN(C=C1)C1=CC(=NC=C1)NC1CNCC1 N-(1-(3-chlorophenyl)-2-hydroxyethyl)-1-(2-(pyrrolidin-3-ylamino)pyridin-4-yl)-1H-pyrrole-3-amide